C(C=C)N1CN(CN(C1)CC=C)CC=C 1,3,5-Triallyl-1,3,5-triazine